(S)-1-(3-fluoropropyl)piperidin-3-amine FCCCN1C[C@H](CCC1)N